6-(4-(1-hydroxycyclopropyl)-1H-pyrazol-1-yl)-N-(1-methyl-1H-indazol-7-yl)pyridine-3-sulfonamide OC1(CC1)C=1C=NN(C1)C1=CC=C(C=N1)S(=O)(=O)NC=1C=CC=C2C=NN(C12)C